O[C@@H]1C[C@@H](OC2=C1C=C(C=C2)C(F)(F)F)C(=O)NC21CC(C2)(C1)N1N=CC(=C1)C1=NC=C(C=C1)OC(F)(F)F (2R,4R)-4-hydroxy-N-(3-{4-[5-(trifluoromethoxy)pyridin-2-yl]-1H-pyrazol-1-yl}bicyclo[1.1.1]pentan-1-yl)-6-(trifluoromethyl)-3,4-dihydro-2H-1-benzopyran-2-carboxamide